(E)-4,6-Dichloro-3-(2-phenyl-2-carboxyethenyl)indole ClC1=C2C(=CNC2=CC(=C1)Cl)\C=C(\C(=O)O)/C1=CC=CC=C1